2-methyl-3-(methylamino)butan-2-ol CC(C)(C(C)NC)O